BrCC=1C=C(C=CC1)C(=O)C1=CC(=CC=C1)CBr bis(3-(bromomethyl)phenyl)methanone